BrC1(C(NCCC1)=O)Br 3,3-dibromo-2-piperidone